3-methyl-N-phenethyl-5-(N-phenethylsulfamoyl)benzofuran-2-carboxamide CC1=C(OC2=C1C=C(C=C2)S(NCCC2=CC=CC=C2)(=O)=O)C(=O)NCCC2=CC=CC=C2